acrylamin C(=O)(C=C)N